cis-1-(3-tolyloxy)-3-isopropenyl-cyclohexane C1(=CC(=CC=C1)O[C@@H]1C[C@@H](CCC1)C(=C)C)C